(S)-7,7-difluoro-2-((4-((2-hydroxy-1-phenylethyl)amino)-5-(3-(pyridin-3-yl)-1,2,4-oxadiazol-5-yl)pyrimidin-2-yl)amino)-6,7-dihydro-5H-pyrrolo[3,4-b]pyridin-5-one FC1(NC(C=2C1=NC(=CC2)NC2=NC=C(C(=N2)N[C@H](CO)C2=CC=CC=C2)C2=NC(=NO2)C=2C=NC=CC2)=O)F